Imidazo[1,2-a]pyridin-2-yl-(4-(2-(trifluoromethyl)phenyl)piperidin-1-yl)methanone N=1C(=CN2C1C=CC=C2)C(=O)N2CCC(CC2)C2=C(C=CC=C2)C(F)(F)F